(S)-2-(2-((benzyloxy)carbonyl)hydrazinyl)-3-(3,4-dihydroxyphenyl)-2-methylpropanoic acid compound with tetrahydrofuran O1CCCC1.C(C1=CC=CC=C1)OC(=O)NN[C@](C(=O)O)(CC1=CC(=C(C=C1)O)O)C